((6,9-dihydro-7H-[1,3]dioxolo[4,5-H]isochromen-9-yl)methyl)(methyl)carbamic acid tert-butyl ester C(C)(C)(C)OC(N(C)CC1OCCC=2C=CC3=C(C12)OCO3)=O